ethyl 8-chloro-7-cyclobutyl-2-methoxyquinoline-3-carboxylate ClC=1C(=CC=C2C=C(C(=NC12)OC)C(=O)OCC)C1CCC1